3-{4-[5-Amino-6-(2-piperidin-3-yl-ethyl)-pyrazin-2-yl]-benzylamino}-6-cyanopyrazine-2-carboxylic acid [(S)-1-(3,4-difluoro-phenyl)-ethyl]-amide FC=1C=C(C=CC1F)[C@H](C)NC(=O)C1=NC(=CN=C1NCC1=CC=C(C=C1)C1=NC(=C(N=C1)N)CCC1CNCCC1)C#N